C(C)(C)(C)OC(=O)C1CCN(CC1)S(=O)(=O)C1CCN(CC1)C(=O)OCCCC butyl 4-[4-(tert-butoxycarbonyl)piperidin-1-ylsulfonyl]piperidine-1-carboxylate